N1N=C(C2=CC=CC=C12)C1=NC2=CN=CC=C2C=C1 2-(1H-indazol-3-yl)-1,7-naphthyridine